(R)-(3-methoxyazetidin-1-yl)(3-(5-(3-((2,5,7-trimethyl-[1,2,4]triazolo[1,5-a]pyrimidin-6-yl)oxy)pyrrolidin-1-yl)pyrimidin-2-yl)bicyclo[1.1.1]pentan-1-yl)methanone COC1CN(C1)C(=O)C12CC(C1)(C2)C2=NC=C(C=N2)N2C[C@@H](CC2)OC=2C(=NC=1N(C2C)N=C(N1)C)C